C(C)(C)(C)OC(=O)N1C2CNCCC1CC2 3,9-diazabicyclo[4.2.1]Nonane-9-carboxylic acid tert-butyl ester